2-amino-6-(pyrrolidin-1-yl)pyridine-3,5-dicarbonitrile NC1=NC(=C(C=C1C#N)C#N)N1CCCC1